(5-bromo-2-pyridyl)carbamate BrC=1C=CC(=NC1)NC([O-])=O